zirconium(IV) 2-ethyl hexanoate C(CCCCC)(=O)OCC.[Zr+4]